C(N)(=O)C1=CN(C=CC1)[C@@H]1OC([C@@H]2[C@H]1OC(O2)(C)C)COP(=O)(OC2=CC=CC1=CC=CC=C21)N[C@@H](C)C(=O)OCC(C)(C)C neopentyl ((((3aR,6R,6aR)-6-(3-carbamoylpyridin-1(4H)-yl)-2,2-dimethyltetrahydrofuro[3,4-d][1,3]dioxol-4-yl)methoxy)(naphthalen-1-yloxy)phosphoryl)alaninate